2-(5-bromo-2-chloro-4-fluorophenyl)-1-methyl-1H-benzo[d]imidazole BrC=1C(=CC(=C(C1)C1=NC2=C(N1C)C=CC=C2)Cl)F